N1(CCOCC1)CCOC=1C=C(C=CC1)C1=NC=CC2=C1N=C(N=C2)NC=2C=NC(=CC2)N2CCOCC2 8-(3-(2-morpholinylethoxy)phenyl)-N-(6-morpholinylpyridin-3-yl)pyrido[3,4-d]pyrimidin-2-amine